4-aminomethyl-N-(2,4-difluorobenzyl)-3-fluoroaniline NCC1=C(C=C(NCC2=C(C=C(C=C2)F)F)C=C1)F